Br.C1(=CC=CC=C1)C1=C(C(=NS1)O)C1CCNCC1 5-phenyl-4-(4-piperidyl)-3-hydroxyisothiazole hydrobromide